C(=C)(C)[C@@H]1CCC(=CC1C1=C(C=C(C=C1O)CCC)O)C 2-[(6R)-6-Isopropenyl-3-methyl-2-cyclohexen-1-yl]-5-propyl-1,3-benzenediol